C1(CC1)C=1C=NC(=C(C(=O)O)C1)NC1=CC2=C(C=CC=C2C=C1)C1=CC=CC=C1 5-cyclopropyl-2-((8-phenylnaphthalen-2-yl)amino)nicotinic acid